C1(CC1)S(=O)(=O)NC1=NC=CC=N1 (Cyclopropanesulfonamido)pyrimidin